S1C=C(C2=C1C=CC=C2)C2=CCC(CN2C(=O)OC(C)(C)C)C tert-butyl 6-(benzothiophen-3-yl)-3-methyl-3,4-dihydro-2H-pyridine-1-carboxylate